BrC=1C2=C(SC1C(F)(F)P(OCC)(OCC)=O)C=CC(=C2)C(/N=C/N(C)C)=O diethyl (E)-((3-bromo-5-(((dimethylamino)methylene)carbamoyl)benzo[b]thiophen-2-yl)difluoromethyl)phosphonate